(3-(3-hydroxyoxetan-3-yl)phenyl)(4-((4-(trifluoromethyl)phenyl)amino)piperidin-1-yl)methanone OC1(COC1)C=1C=C(C=CC1)C(=O)N1CCC(CC1)NC1=CC=C(C=C1)C(F)(F)F